O1C=CC=CC=CC=NC=CC=CC=CC=C1 [1,9]oxazacycloheptadecin